4-chloro-2-fluoro-N-[(3R,4S)-4-fluoro-1-(1-fluorocyclobutanecarbonyl)pyrrolidin-3-yl]benzamide ClC1=CC(=C(C(=O)N[C@@H]2CN(C[C@@H]2F)C(=O)C2(CCC2)F)C=C1)F